2,3-p-menthanediol C1(C(C(C(CC1)C(C)C)O)O)C